C(C)OC(=O)C=1N(C2=C(C(=CC=C2C1CCCOC1=CC=CC2=CC(=CC=C12)F)Cl)C=1C(=NN(C1C)C)CCl)CCCCNC Ethyl-6-chloro-7-[3-(chloromethyl)-1,5-dimethyl-1H-pyrazol-4-yl]-3-{3-[(6-fluoronaphthalen-1-yl)oxy]propyl}-1-[4-(methylamino)butyl]-1H-indole-2-carboxylate